O1N=C(N=C1)C1=CC=C(C=C1)C1=CC=CC=C1 4'-(1,2,4-oxadiazol-3-yl)biphenyl